FC1=C(OC2=NC=CC=N2)C(=CC(=C1)[N+](=O)[O-])C 2-(2-fluoro-6-methyl-4-nitrophenoxy)pyrimidine